C(C)(=O)N1CCC(CC1)(OC)C=1CN(C2=C(C(=NC(=C2C1)Cl)C)OCC1=CC=CC=C1)C 3-(1-acetyl-4-methoxypiperidin-4-yl)-8-(benzyloxy)-5-chloro-1,7-dimethyl-1,6-naphthyridine